6-(4-Hydroxyphenyl)-5-(4-(4-isopropylpiperazin-1-yl)phenyl)-7,8-dihydronaphthalen-2-yl trifluoromethanesulfonate FC(S(=O)(=O)OC1=CC=2CCC(=C(C2C=C1)C1=CC=C(C=C1)N1CCN(CC1)C(C)C)C1=CC=C(C=C1)O)(F)F